1-(4-(2-(2,6-dimethylpyridin-4-yl)-3-isopropyl-1H-indol-5-yl)piperidin-1-yl)-3-(methyl-(oxetan-3-yl)amino)propan-1-one CC1=NC(=CC(=C1)C=1NC2=CC=C(C=C2C1C(C)C)C1CCN(CC1)C(CCN(C1COC1)C)=O)C